3-(5-(4-(ethoxymethyl)-2,6-dimethoxyphenyl)chroman-8-yl)propionic acid C(C)OCC1=CC(=C(C(=C1)OC)C1=C2CCCOC2=C(C=C1)CCC(=O)O)OC